ethyl-8-(2-{7-[(dimethylamino)methyl]hexadecyl}cyclopropyl)octanoate C(C)OC(CCCCCCCC1C(C1)CCCCCCC(CCCCCCCCC)CN(C)C)=O